C(C)(C)(C)OC(C(CCOC)N1C(C=C(C(=C1)OC)C1=C(C=CC(=C1)Cl)C=1C=NN(C1)C(F)F)=O)=O 2-[4-{5-chloro-2-[1-(difluoromethyl)-1H-pyrazol-4-yl]phenyl}-5-methoxy-2-oxopyridin-1(2H)-yl]-4-methoxybutyric acid tert-butyl ester